S1C(=NC2=C1C=CC=C2)C=2C=C(C=CC2)C2(CC2)C=2NC(C=1CNCCCC1N2)=O 2-(1-(3-(benzo[d]thiazol-2-yl)phenyl)cyclopropyl)-3,5,6,7,8,9-hexahydro-4H-pyrimido[5,4-c]azepin-4-one